C(CCCCCCCCC)C=1C=C2C(=CC(=NC2=CC1)N(CC(=O)O)C)C1=CC=C(C=C1)F 2-{[6-decyl-4-(4-fluorophenyl)quinolin-2-yl](methyl)amino}acetic acid